FC1(CC(C1)C(C#N)O[Si](C)(C)C)F 2-(3,3-difluorocyclobutyl)-2-((trimethylsilyl)oxy)acetonitrile